COC(C1CCN(CC1)C1=CC(=C2CN(C(C2=C1)=O)C1C(NC(CC1)=O)=O)OC)OC 3-(6-(4-(dimethoxymethyl)piperidin-1-yl)-4-methoxy-1-oxoisoindolin-2-yl)piperidine-2,6-dione